8-(2-((1-(difluoromethyl)-1H-pyrazol-4-yl)amino)-5-methylpyrimidin-4-yl)-2,8-diazaspiro[4.5]decan-1-one FC(N1N=CC(=C1)NC1=NC=C(C(=N1)N1CCC2(CCNC2=O)CC1)C)F